CC=1C=C2C=C(NC2=CC1C(NCC1=CC=CC2=CC=CC=C12)=O)CNC(OC(C)(C)C)=O tert-Butyl ((5-methyl-6-((naphthalen-1-ylmethyl)carbamoyl)-1H-indol-2-yl)methyl)carbamate